C(#N)/C(/C(=O)N[C@H](C(=O)OC)CO)=C\C1=CC(=C(C(=C1)[N+](=O)[O-])O)O methyl (S,E)-2-(2-cyano-3-(3,4-dihydroxy-5-nitrophenyl) acrylamido)-3-hydroxypropionate